NC=1C=2N(C3=CC(=C(C=C3N1)F)C(=O)N1[C@@H](CCC(C1)(F)F)C1=NC=C(C=C1)C(F)(F)F)C=NC2 (S)-(4-amino-7-fluoroimidazo[1,5-a]quinoxalin-8-yl)(5,5-difluoro-2-(5-(trifluoromethyl)pyridin-2-yl)piperidin-1-yl)methanone